FC1(CCN(CC1)C(=O)OC(C)(C)C)C1=NC2=C(C=C(C=C2C(N1)=O)C=1C=C(C=2N(C1)C=C(N2)C)F)F tert-butyl 4-fluoro-4-[8-fluoro-6-(8-fluoro-2-methylimidazo[1,2-a]pyridin-6-yl)-4-oxo-3,4-dihydroquinazolin-2-yl]piperidine-1-carboxylate